OC1(CCN(CC1)C(=O)[C@H]1[C@@H](CCCC1)C1=CC=CC=C1)CN1C=NC2=C(C1=O)N=C(C=C2)NC(C)=O N-[3-[[4-hydroxy-1-(trans-2-phenylcyclohexanecarbonyl)-4-piperidyl]methyl]-4-oxo-pyrido[3,2-d]pyrimidin-6-yl]acetamide